(S)-Benzyl 2-(3-((tert-Butoxycarbonyl)amino)-2-oxopyrrolidin-1-yl)acetate C(C)(C)(C)OC(=O)N[C@@H]1C(N(CC1)CC(=O)OCC1=CC=CC=C1)=O